NC(CN1CC(C1)OC1=C(C=2O[B-]([C@@H]3C[C@@H]3C2C=C1)(O)O)C(=O)[O-])=O (2S,4R)-9-[1-(2-amino-2-oxoethyl)azetidin-3-yl]oxy-5,5-dihydroxy-6-oxa-5-boranuidatricyclo[5.4.0.02,4]undeca-1(7),8,10-triene-8-carboxylate